OC1=CC=C2C(=NN=CC2=C1)C 7-hydroxy-4-methylphthalazin